4-(6-(Difluoromethoxy)-5-(6-(trifluoromethyl)picolinamido)-2H-indazol-2-yl)piperidine-1-carboxylic acid tert.Butyl ester C(C)(C)(C)OC(=O)N1CCC(CC1)N1N=C2C=C(C(=CC2=C1)NC(C1=NC(=CC=C1)C(F)(F)F)=O)OC(F)F